Ethyl 2-(4-(3-isopropyl-2-(2-methyl-1-oxo-2,5,6,7-tetrahydro-1H-cyclopenta[c]pyridine-4-yl)-1H-indol-5-yl)piperidin-1-yl)acetate C(C)(C)C1=C(NC2=CC=C(C=C12)C1CCN(CC1)CC(=O)OCC)C=1C2=C(C(N(C1)C)=O)CCC2